[2,3-bis(dodecanoyloxy)-propyl](3-(trimethoxysilyl)propyl)-dimethylammonium C(CCCCCCCCCCC)(=O)OC(C[N+](C)(C)CCC[Si](OC)(OC)OC)COC(CCCCCCCCCCC)=O